ClC1=C(C=CC=C1)C1=NC2=CC=C(C=C2N=C1)C(=O)N[C@H]1CCC2=CC=CC=C12 2-(2-Chlorophenyl)-N-[(1S)-2,3-dihydro-1H-inden-1-yl]quinoxaline-6-carboxamide